FC1=C(CN2C=C(C=3[C@@H](C(CCC23)(F)F)O)C(F)(F)F)C=CC(=C1)F (S)-1-(2,4-Difluorobenzyl)-5,5-difluoro-3-(trifluoromethyl)-4,5,6,7-tetrahydro-1H-indol-4-ol